C(C1=CC=CC=C1)N(C(=O)N[C@@H]([C@H](O)C)C(=O)OC)N1C(C2=CC=CC=C2C1=O)=O methyl (benzyl(1,3-dioxoisoindolin-2-yl)carbamoyl)-L-threoninate